(trans-4-aminomethyl-cyclohexanecarbonyl)aminomethyl-cyclohexanecarboxylic acid hydrochloride Cl.NC[C@@H]1CC[C@H](CC1)C(=O)NCC1(CCCCC1)C(=O)O